Dibenzyl (E)-2-(3-(7-phenylbenzo[d]isoxazol-3-yl)allyl)malonate C1(=CC=CC=C1)C1=CC=CC=2C(=NOC21)/C=C/CC(C(=O)OCC2=CC=CC=C2)C(=O)OCC2=CC=CC=C2